OCCCCNC(=O)C1=CC2=C(N=CN2)C=C1 benzoimidazole-5-carboxylic acid (4-hydroxy-butyl)-amide